7-Chloro-2-phenethylisoquinolin-1(2H)-one ClC1=CC=C2C=CN(C(C2=C1)=O)CCC1=CC=CC=C1